C(C)(C)(C)OC(=O)C1=CC=C(C=C1)N1CCC(CC1)CN(C1CC(C1)OC=1C=C(C(=CC1)C(=O)OC)C(=O)OC)C(C)C dimethyl 4-[3-[[1-(4-tert-butoxycarbonylphenyl)-4-piperidyl]methyl-isopropyl-amino]cyclobutoxy]benzene-1,2-dicarboxylate